5-(2-amino-6-fluoro-5-(4-((1R,5S)-3-methyl-3-azabicyclo[3.1.0]hexan-1-yl)phenyl)pyridin-3-yl)-3,3-dimethylisoindolin-1-one NC1=NC(=C(C=C1C=1C=C2C(NC(C2=CC1)=O)(C)C)C1=CC=C(C=C1)[C@@]12CN(C[C@H]2C1)C)F